C(C)(C)(C)C1=CC=C(C(=N1)F)C(=O)NS(=O)(=O)C=1C=C(OCCCC2CC(N(C2)C(=O)OC(C)(C)C)(C)C)C=CC1 tert-butyl 4-[3-[3-[(6-tert-butyl-2-fluoro-pyridine-3-carbonyl)sulfamoyl]phenoxy]propyl]-2,2-dimethyl-pyrrolidine-1-carboxylate